OC1=CC=C(C=C1)C(C1=CC=C(C=C1)C=CC)C1=CC=C(C=C1)O Bis(4-hydroxyphenyl)(4-propenylphenyl)methane